(3aS,3a'S,8aR,8a'R)-2,2'-cyclopentylidenebis(3a,8a-dihydro-8H-indeno[1,2-d]oxazole) C1(CCCC1)(C=1O[C@H]2[C@@H](N1)C=1C=CC=CC1C2)C=2O[C@H]1[C@@H](N2)C=2C=CC=CC2C1